tert-butyl (2R,4R)-2-[[2-[[2-(cyclopropylamino)-2-oxo-ethyl]-methyl-amino]-2-oxo-1-(3-pyridyl)ethyl]-[4-(pentafluoro-λ6-sulfanyl)phenyl]carbamoyl]-4-methoxy-pyrrolidine-1-carboxylate C1(CC1)NC(CN(C(C(C=1C=NC=CC1)N(C(=O)[C@@H]1N(C[C@@H](C1)OC)C(=O)OC(C)(C)C)C1=CC=C(C=C1)S(F)(F)(F)(F)F)=O)C)=O